Dimethyldioctadecylammonium chlorid [Cl-].C[N+](CCCCCCCCCCCCCCCCCC)(CCCCCCCCCCCCCCCCCC)C